(R)-6-chloro-3-((1-(3,6-dimethyl-4-oxo-2-(4-(pyridin-2-yloxy)piperidin-1-yl)-3,4-dihydroquinazolin-8-yl)ethyl)amino)-N-(methylsulfonyl)picolinamide ClC1=CC=C(C(=N1)C(=O)NS(=O)(=O)C)N[C@H](C)C=1C=C(C=C2C(N(C(=NC12)N1CCC(CC1)OC1=NC=CC=C1)C)=O)C